C(CCC)N1B(NC2=C3C1=CC=CC3=CC=C2)C=2C(=C3CC(CC3=C(C2C)C)(C(=O)OC)C(=O)OC)C (S)-dimethyl 5-(1-butyl-1H-naphtho[1,8-de][1,3,2]diazaborinin-2(3H)-yl)-4,6,7-trimethyl-1,3-dihydro-2H-indene-2,2-dicarboxylate